(d)-2,2,2-trichloro-(2',5'-difluorophenyl)acetophenone ClC(C(=O)C1=C(C=CC=C1)C1=C(C=CC(=C1)F)F)(Cl)Cl